bisBocamine C(=O)(OC(C)(C)C)NC(=O)OC(C)(C)C